2-(3-bromo-5-(2-(2-hydroxy-2-methylpropylamino)ethyl)-1H-pyrazol-1-yl)acetic acid methyl ester COC(CN1N=C(C=C1CCNCC(C)(C)O)Br)=O